3-[4-(benzyloxy)phenyl]-3-methanesulfonyloxetane C(C1=CC=CC=C1)OC1=CC=C(C=C1)C1(COC1)S(=O)(=O)C